[N+]=1(C(=CC=CC1)S)[O-].[Na] sodium pyridinethiol-1-oxide